N1(N=CC=C1)CC=1C=CC(=NC1OC)C(=O)N[S@](=O)(=N)C1=C(C(=CC=C1OC)C)OC (R)-5-((1H-pyrazol-1-yl)methyl)-N-(2,6-dimethoxy-3-methylphenylsulfonimidoyl)-6-methoxypicolinamide